N1C[C@@H](CC1)NC(C1=CC=CC=C1)=O N-[(3R)-pyrrolidin-3-yl]benzamide